C(CCC)[C@@H]1N[C@H](C2=CC=C(C=C2C1)OC)C1=CC=C(C=C1)NC(=O)C1CCC1 N-{4-[(1S,3S)-3-butyl-6-methoxy-1,2,3,4-tetrahydroisoquinolin-1-yl]phenyl}cyclobutanecarboxamide